CC1=NN(C(=C1)C)CC(C)NC1=NC=C(C(=N1)NC1=C(C(=CC=C1)C1=NN(C=N1)C)OC)C(=O)N 2-(1-(3,5-Dimethyl-1H-pyrazol-1-yl)propan-2-ylamino)-4-(2-methoxy-3-(1-methyl-1H-1,2,4-triazol-3-yl)phenylamino)pyrimidine-5-carboxamide